COCC1OC2=C(C1)C=CC=C2N (methoxymethyl)-2,3-dihydrobenzofuran-7-amine